(ethylcyclopentadienyl)(1,5-dimethylindenyl)zirconium C(C)C1(C=CC=C1)[Zr]C=1C(C2=CC=C(C=C2C1)C)C